OC1=C(C=C(C(=C1)O)C)C(CCC1=C(N=C(S1)C1=CC=C(C=C1)C(F)(F)F)C(C)C)=O 1-(2,4-dihydroxy-5-methylphenyl)-3-(4-isopropyl-2-(4-(trifluoromethyl)phenyl)thiazol-5-yl)propan-1-one